4-((3-cyclohexyl-5-(hydroxymethyl)piperidin-1-yl)sulfonyl)thiomorpholine 1,1-dioxide C1(CCCCC1)C1CN(CC(C1)CO)S(=O)(=O)N1CCS(CC1)(=O)=O